C(C)OC(=O)N1CC2(C1)C[C@@H](CC2)N2CCN(CC2)C2=NC=CN=C2N2CCOCC2 (6R)-6-{4-[3-(morpholin-4-yl)pyrazin-2-yl]piperazin-1-yl}-2-azaspiro[3.4]octane-2-carboxylic acid ethyl ester